tert-Butyl 3-(3-methoxy-3-oxopropyl)-8-azabicyclo[3.2.1]octane-8-carboxylate COC(CCC1CC2CCC(C1)N2C(=O)OC(C)(C)C)=O